methyl N-(2-chloro-6,8-difluoro-5-methoxyquinazolin-4-yl)-N-(4-methoxybenzyl)glycinate ClC1=NC2=C(C=C(C(=C2C(=N1)N(CC(=O)OC)CC1=CC=C(C=C1)OC)OC)F)F